Methyl 4-(7,8-dichloro-4-(1H-imidazol-1-yl)quinolin-2-yl)piperazine-2-carboxylate TFA salt OC(=O)C(F)(F)F.ClC1=CC=C2C(=CC(=NC2=C1Cl)N1CC(NCC1)C(=O)OC)N1C=NC=C1